6-(3-hydroxynaphthalen-1-yl)-5,6,7,8-tetrahydro-2,6-naphthyridine-4-carbonitrile hydrochloride Cl.OC=1C=C(C2=CC=CC=C2C1)N1CC=2C(=CN=CC2CC1)C#N